6-(dimethylcarbamoyl)imidazo[1,2-a]pyridine-2-carboxylic acid CN(C(=O)C=1C=CC=2N(C1)C=C(N2)C(=O)O)C